Methyl 4-((5-(3-(piperidin-1-yl)propoxy)-1H-indol-1-yl)sulfonyl)benzoate N1(CCCCC1)CCCOC=1C=C2C=CN(C2=CC1)S(=O)(=O)C1=CC=C(C(=O)OC)C=C1